5-((2-((2,4-dimethoxybenzyl)amino)-3-fluoropyridin-4-yl)methyl)-3,4-difluoro-2-(Phenylamino)benzoic acid methyl ester COC(C1=C(C(=C(C(=C1)CC1=C(C(=NC=C1)NCC1=C(C=C(C=C1)OC)OC)F)F)F)NC1=CC=CC=C1)=O